O=C(CCCC=1N=NN(C1)N[C@@H](CCCC)C(=O)N)NC=1SC(=NN1)S(N)(=O)=O 4-{4-oxo-4-[(5-sulfamoyl-1,3,4-thiadiazol-2-yl)amino]butyl}-1H-1,2,3-triazol-1-yl-L-norleucinamide